(4-(4-methylpiperazin-1-yl)phenyl)-7-oxo-7,8-dihydropyrido[2,3-d]pyrimidine-6-carbonitrile CN1CCN(CC1)C1=CC=C(C=C1)C=1N=CC2=C(N1)NC(C(=C2)C#N)=O